2-(o-tolyl)benzo[de]chromene C1(=C(C=CC=C1)C=1OC2=CC=CC=3C2=C(C1)C=CC3)C